methyl 4-methoxy-5-(3-(N-(2-phenylacetyl)propiolamido) propoxy)-2-propiolamidobenzoate COC1=CC(=C(C(=O)OC)C=C1OCCCN(C(C#C)=O)C(CC1=CC=CC=C1)=O)NC(C#C)=O